1-(4-bromo-1H-pyrrol-2-yl)-N-(3,4-difluorobenzyl)carboxamide BrC=1C=C(NC1)C1(CNC=O)CC(=C(C=C1)F)F